OC(C)(C)C=1C=CC(=C(C1)C=1C2=C(C(N(C1)C)=O)NC=C2)OC2=NC=C(C=C2)N2CC(C2)CC2CCNCC2 4-[5-(1-hydroxy-1-methyl-ethyl)-2-[[5-[3-(4-piperidyl-methyl)azetidin-1-yl]-2-pyridyl]oxy]phenyl]-6-methyl-1H-pyrrolo[2,3-c]pyridine-7-one